FC(C(C(C(C(C(C(F)(F)F)(F)F)(F)F)(F)F)(F)F)(F)F)(F)F perfluoroheptane